1-(5-(5-((1r,4r)-4-(hydroxymethyl)cyclohexyl)-1,3,4-thiadiazol-2-yl)-4-(methylamino)pyridine-2-yl)-1H-pyrrolo[2,3-b]pyridine OCC1CCC(CC1)C1=NN=C(S1)C=1C(=CC(=NC1)N1C=CC=2C1=NC=CC2)NC